2-(2-chloro-3-methylphenethyl)aniline ClC1=C(CCC2=C(N)C=CC=C2)C=CC=C1C